2-morpholinoethyl (3S)-1-[(2R)-2-[4-(2-chloro-4-fluoro-phenyl)-2-oxo-chromen-7-yl]oxypropanoyl]piperidine-3-carboxylate ClC1=C(C=CC(=C1)F)C1=CC(OC2=CC(=CC=C12)O[C@@H](C(=O)N1C[C@H](CCC1)C(=O)OCCN1CCOCC1)C)=O